tert-butyl 2-[[5,7-bis(trifluoromethyl)-1,2-benzoxazol-3-yl]-methoxycarbonyl-amino]acetate FC(C=1C=C(C2=C(C(=NO2)N(CC(=O)OC(C)(C)C)C(=O)OC)C1)C(F)(F)F)(F)F